m-bromophenyl-boric acid BrC=1C=C(C=CC1)OB(O)O